trimethyl-hexane diisocyanate [N-]=C=O.[N-]=C=O.CC(CCCCC)(C)C